N-[3-(benzenesulfonyloxy)phenyl]-N'-[3-(o-toluenesulfonyloxy)phenyl]urea C1(=CC=CC=C1)S(=O)(=O)OC=1C=C(C=CC1)NC(=O)NC1=CC(=CC=C1)OS(=O)(=O)C=1C(C)=CC=CC1